C1(CC1)C(=O)N1CC2(C1)N(C(CN(C2=O)C2=C(C=C(C#N)C=C2)F)=O)CC2=CC=C(C=C2)C(F)(F)F 4-(2-(cyclopropanecarbonyl)-6,9-dioxo-5-(4-(trifluoromethyl)benzyl)-2,5,8-triazaspiro[3.5]nonan-8-yl)-3-fluorobenzonitrile